tert-butyl (S)-3-(benzofuran-7-ylamino)pyrrolidine-1-carboxylate O1C=CC2=C1C(=CC=C2)N[C@@H]2CN(CC2)C(=O)OC(C)(C)C